(Z)-1-(3-(3-(2-Fluorophenyl)-4-oxo-3,4-dihydrophthalazin-1-yl)phenyl)-N-methylmethanimine oxide FC1=C(C=CC=C1)N1N=C(C2=CC=CC=C2C1=O)C=1C=C(C=CC1)\C=[N+](\C)/[O-]